2,5-dimethyl-2,3-dihydro-1H-inden-2-carboxylic acid CC1(CC2=CC=C(C=C2C1)C)C(=O)O